2-bromo-4-(1,1-difluoro-2,2-dihydroxyethoxy)-3-fluorobenzonitrile BrC1=C(C#N)C=CC(=C1F)OC(C(O)O)(F)F